CN(C)CC1(CC1)NC(C1=CC=C(C=C1)C1=NC2=CC=C3C(=C2C=2CCCCC12)C=NN3)=O N-(1-((dimethylamino)methyl)cyclopropyl)-4-(8,9,10,11-tetrahydro-3H-pyrazolo[4,3-a]phenanthridin-7-yl)benzamide